2,6-dichloro-N-((2-cyclopropyl-4-methylpyridin-3-yl)carbamoyl)-5-fluoronicotinamide ClC1=C(C(=O)NC(NC=2C(=NC=CC2C)C2CC2)=O)C=C(C(=N1)Cl)F